N1-(6-(2,4-difluorophenoxy)-8,9-dihydroimidazo[1',2':1,6]pyrido[2,3-d]pyrimidin-2-yl)benzene-1,3-diamine FC1=C(OC2=CC3=C(N=C(N=C3)NC3=CC(=CC=C3)N)N3C2=NCC3)C=CC(=C1)F